C12CCC(CC1)N2CC[C@@H](CC(=O)NC2CCC2)NC(=O)C2=NN(C(=C2)C2=C(C=CC=C2OC)OC)C2CCCC2 (3S)-5-{7-azabicyclo[2.2.1]heptan-7-yl}-N-cyclobutyl-3-{[1-cyclopentyl-5-(2,6-dimethoxyphenyl)-1H-pyrazol-3-yl]formamido}pentanamide